(4-fluorophenyl)(6-(3-methyl-1H-pyrazol-1-yl)-4-morpholinopyridin-2-yl)methanol FC1=CC=C(C=C1)C(O)C1=NC(=CC(=C1)N1CCOCC1)N1N=C(C=C1)C